C1=CC=CC=2C=CC3=C(N=C4N3C=C3C=CC=CC3=C4)C12 naphtho[1',2':4,5]imidazo[1,2-b]isoquinoline